NC([C@H](C[C@H]1C(NC(C1)(C)C)=O)NC(=O)[C@H]1N(CC2(C1)CCCCC2)C(=O)C=2NC1=C(C=CC(=C1C2)OC)Cl)=O (S)-N-((S)-1-amino-3-((R)-5,5-dimethyl-2-oxopyrrolidin-3-yl)-1-oxopropan-2-yl)-2-(7-chloro-4-methoxy-1H-indole-2-carbonyl)-2-azaspiro[4.5]decane-3-carboxamide